ClC1=C(C=CC=C1)CC(=O)NC1=CC(=NC=C1)C(=O)NC1C(C1)(F)F 4-[[2-(2-chlorophenyl)acetyl]amino]-N-(2,2-difluorocyclopropyl)pyridine-2-carboxamide